(2-phenylpiperidin-1-yl)-1,2,4-oxadiazole C1(=CC=CC=C1)C1N(CCCC1)C1=NOC=N1